1-(4''-(aminomethyl)-3-chloro-2'-hydroxy-3''-(piperazin-1-yl)-[1,1':3',1''-terphenyl]-4-yl)-3-methylimidazolidin-2-one 2,2,2-trifluoroacetate FC(C(=O)O)(F)F.NCC1=C(C=C(C=C1)C=1C(=C(C=CC1)C1=CC(=C(C=C1)N1C(N(CC1)C)=O)Cl)O)N1CCNCC1